deoxy-2',2'-difluoro-3,4,5,6-tetrahydrouridine FC1([C@@H](O[C@@H]([C@H]1O)CO)N1C(=O)NC(=O)CC1)F